C1(CC1)CN1C([C@@H](CCC[C@@H]1C1=CC=CC=C1)NC(=O)N1CCC(CC1)N1C(NC2=CC=CC=C2C1)=O)=O N-[(3R,7R)-1-(cyclopropylmethyl)-2-oxo-7-phenylazepan-3-yl]-4-(2-oxo-1,4-dihydroquinazolin-3(2H)-yl)piperidine-1-carboxamide